FC=1C=C(C=CC1OC)N1C(=NC2=C(C=C(C=C2C1=O)[N+](=O)[O-])C)[C@H]1N(CCC1)C (S)-3-(3-fluoro-4-methoxyphenyl)-8-methyl-2-(1-methylpyrrolidin-2-yl)-6-nitroquinazolin-4(3H)-one